2-(2-methylhydrazino)-2-oxoacetic acid methyl ester COC(C(=O)NNC)=O